NC1=C2N=CN(C2=NC(=N1)F)[C@H]1C[C@@H]([C@@](O1)(C#C)CO[P@](=O)(OC1=CC=CC=C1)N[C@@H](CC1=CC=CC=C1)C(=O)OCCCCCCCCCCCC)O dodecyl ((S)-(((2R,3S,5R)-5-(6-amino-2-fluoro-9H-purin-9-yl)-2-ethynyl-3-hydroxytetrahydro-furan-2-yl)methoxy)(phenoxy)phosphoryl)-L-phenylalaninate